ClC=1C=CC(=NC1)C(C)N1CC2(CC1=O)CCN(CC2)C2=CN=C1C(=N2)N(N=C1)CC(F)F 2-(1-(5-chloropyridin-2-yl)ethyl)-8-(1-(2,2-difluoroethyl)-1H-pyrazolo[3,4-b]pyrazin-6-yl)-2,8-diazaspiro[4.5]decan-3-one